4-(aminomethyl)-6-(5-(3-chlorophenyl)-1-methyl-1H-pyrazol-4-yl)phthalazin-1(2H)-one NCC1=NNC(C2=CC=C(C=C12)C=1C=NN(C1C1=CC(=CC=C1)Cl)C)=O